(4-cyclopropyl-6-methoxypyrimidin-5-yl)-4-(3-fluoro-4-(1-methyl-4-(trifluoromethyl)-1H-imidazol-2-yl)benzyl)oxazolo[5,4-c]pyridine C1(CC1)C1=NC=NC(=C1C=1OC=2C(=NC=CC2N1)CC1=CC(=C(C=C1)C=1N(C=C(N1)C(F)(F)F)C)F)OC